BrC1=CC=C(C=C1)CC(C)(C)CC1=CC=C(C=C1)Br 2,2-bis(4-bromophenyl)methylpropane